FC1=CC2=C(N=C(N=C2N[C@H](C)C2=CC=C(C=C2)F)C)C=N1 6-fluoro-N-[(1R)-1-(4-fluorophenyl)ethyl]-2-methylpyrido[3,4-d]pyrimidin-4-amine